C(C1=CC=CC=C1)N1C(C2=CC=C(C=C2C=C1)C1=CC=C(C=C1)F)=O 2-benzyl-6-(4-fluorophenyl)isoquinolin-1(2H)-one